3-(trifluoromethyl)-1-((2-(trimethylsilyl)ethoxy)methyl)-1H-pyrazole-4-carbonyl chloride FC(C1=NN(C=C1C(=O)Cl)COCC[Si](C)(C)C)(F)F